ClC1=CC=C(C=C1)C(C)N1CCN(CC1)CC=1C=C(C=CC1C(F)(F)F)N(CCN(C)C)C N1-(3-((4-(1-(4-chlorophenyl)ethyl)piperazin-1-yl)methyl)-4-(trifluoromethyl)phenyl)-N1,N2,N2-trimethylethan-1,2-diamine